OC(=O)C(F)(F)F.FC=1C(=C2C(=C(NC2=C(C1)C(=O)N)C)C)C1=CNCCC1 5-fluoro-2,3-dimethyl-4-(1,4,5,6-tetrahydropyridin-3-yl)-1H-indole-7-carboxamide TFA salt